4-((4-cyclopropyl-2-(N-methyl-methanesulfonamido)-phenyl)amino)-N-methoxy-6-((5-methoxypyridin-2-yl)-amino)nicotinamide C1(CC1)C1=CC(=C(C=C1)NC1=CC(=NC=C1C(=O)NOC)NC1=NC=C(C=C1)OC)N(S(=O)(=O)C)C